IC1=C(C(=NC=C1)C#N)OC 4-iodo-3-methoxypyridinecarbonitrile